4-(4-((1R,5S)-3,8-diazabicyclo[3.2.1]oct-3-yl)-8-fluoro-2-(2-((3S,4S)-4-(fluoromethyl)-1,3-dimethylpiperidin-3-yl)ethyl)pyrido[4,3-d]pyrimidin-7-yl)-5-ethynyl-6-fluoronaphthalen-2-ol [C@H]12CN(C[C@H](CC1)N2)C=2C1=C(N=C(N2)CC[C@@]2(CN(CC[C@@H]2CF)C)C)C(=C(N=C1)C1=CC(=CC2=CC=C(C(=C12)C#C)F)O)F